C(CC1=CC=CC=C1)NC(=O)C1=CC2=C(OCO2)C=C1 N-phenethylbenzo[d][1,3]dioxole-5-carboxamide